(E)-3-[3,5-difluoro-4-[(1S,3R)-2-(2-fluoro-2-methylpropyl)-3-methyl-1,3,4,9-tetrahydropyrido[3,4-b]indol-1-yl]phenyl]prop-2-enoic acid FC=1C=C(C=C(C1[C@@H]1N([C@@H](CC2=C1NC1=CC=CC=C21)C)CC(C)(C)F)F)/C=C/C(=O)O